BrC1=CC=C(C=C1)N(N=O)C N-(4-bromophenyl)-N-methylnitrosamide